ClC1=CC=CC2=C1N=C(S2)C2=C1N=CC(=NC1=CC(=C2)C)OC(F)F 4-chloro-2-(2-(difluoromethoxy)-7-methylquinoxalin-5-yl)benzo[d]thiazole